ClC1=CC=C(CN2C(C(N(CC2=O)C(C)C)=O)C2=CC=C(C=C2)C(F)(F)F)C=C1 4-(4-chlorobenzyl)-1-isopropyl-3-(4-(trifluoro-methyl)phenyl)piperazine-2,5-dione